CSCC(=O)NN1C(C2=CC=CC=C2C(=N1)C(F)(F)F)=O 2-(methylthio)-N-[1-oxo-4-(trifluoromethyl)phthalazin-2(1H)-yl]acetamide